amyl hydrogen carbonate C(OCCCCC)(O)=O